N1N=NC=C1[C@@H]1CN(CC1)C(=O)N1CC(C1)C1=CC=C(C=C1)OC(C(F)(F)F)(C)C [(3S)-3-(1H-Triazol-5-yl)pyrrolidin-1-yl]-[3-[4-(2,2,2-trifluoro-1,1-dimethyl-ethoxy)phenyl]azetidin-1-yl]methanone